NC=1C=2N(C(=CN1)Cl)C(=NC2C2=C(C(=C(C=C2)NC(C(C2=CC(=CC=C2)C(F)(F)F)O)=O)F)F)C([2H])([2H])[2H] N-[4-[8-amino-5-chloro-3-(trideuteriomethyl)imidazo[1,5-a]pyrazin-1-yl]-2,3-difluoro-phenyl]-2-hydroxy-2-[3-(trifluoromethyl)phenyl]acetamide